FC(C1=CC=C(C=N1)OC=1C=C(CN2CCN(CC2)C(=O)N2N=C(C=C2)C(=O)O)C=CC1)(F)F 1-(4-(3-((6-(trifluoromethyl)pyridin-3-yl)oxy)benzyl)piperazine-1-carbonyl)-1H-pyrazole-3-carboxylic acid